FC(C1=NN=C(S1)N1N=CC2=C(C=C(C=C12)S(=O)(=O)NC1(CC1)C#N)N1CCC2(CCCO2)CC1)F 1-[({1-[5-(difluoromethyl)(1,3,4-thiadiazol-2-yl)]-4-(1-oxa-8-azaspiro[4.5]dec-8-yl)-1H-indazol-6-yl}sulfonyl)amino]cyclopropanecarbonitrile